C(#N)C=1C=C(C(=NC1)C(=O)NC=1C=C2C(=CN1)N(N=C2C2=COC=C2)C2OCCCC2)C 5-Cyano-N-(3-(furan-3-yl)-1-(tetrahydro-2H-pyran-2-yl)-1H-pyrazolo[3,4-c]pyridin-5-yl)-3-methylpicolinamide